FC1(C[C@@H](CN(C1)C1=C2C=CC=NC2=C(C=C1)C(F)(F)F)N)F (S)-5,5-Difluoro-1-(8-trifluoromethyl-quinolin-5-yl)-piperidin-3-ylamine